INDOLE-2-CARBOXYLIC ACID N1C(=CC2=CC=CC=C12)C(=O)O